4-(3-((6-bromo-4-methoxypyridin-3-yl)carbamoyl)-3-(2-isopropylphenyl)azetidin-1-yl)-2,2-dimethylbutyric acid BrC1=CC(=C(C=N1)NC(=O)C1(CN(C1)CCC(C(=O)O)(C)C)C1=C(C=CC=C1)C(C)C)OC